O=C1N(C(C=C1)=O)CCOCCOCCOCCOCCC(=O)N 1-(2,5-dioxo-2,5-dihydro-1H-pyrrol-1-yl)-3,6,9,12-tetraoxapentadecan-15-amide